4,4'-diiododiphenyl sulfone C1=CC(=CC=C1S(=O)(=O)C2=CC=C(C=C2)I)I